5-chloro-N-methylbenzo[d]thiazol-2-amine ClC=1C=CC2=C(N=C(S2)NC)C1